C1(CC(CCC1)C1=CC=C(C=C1)O)C1=CC=C(C=C1)O 4,4'-(1,3-cyclohexanediyl)bisphenol